(R)-6-(benzo[d]oxazol-5-yl)-N-(1-(4-fluorophenyl)ethyl)-1,2,4-triazin-3-amine O1C=NC2=C1C=CC(=C2)C2=CN=C(N=N2)N[C@H](C)C2=CC=C(C=C2)F